trioxole O1OOC=C1